(2S)-4-hydroxyleucine OC(C[C@H](N)C(=O)O)(C)C